C(C)(C)(C)C1=CC=CC2=C1N=C(S2)C(=O)N tertiary butyl-2-benzothiazoleamide